NC1=C(C(=C(OC=2C=CC(=C(C#N)C2)F)C(=C1F)F)Br)I 5-(4-amino-2-bromo-5,6-difluoro-3-iodophenoxy)-2-fluorobenzonitrile